FC(C(=O)[O-])(F)F.O1CC(C1)C1=CC(=NC=N1)N1N=CN=C1C(C)[NH3+] 1-[2-[6-(oxetan-3-yl)pyrimidin-4-yl]-1,2,4-triazol-3-yl]ethylammonium trifluoroacetate